C(C1=CC=CC=C1)(=O)OCC.CCCCC1(C(C=CC=C1)CN)CN 2-(4-butyl) xylylenediamine ethyl benzoate